4-{[(1r,3r)-3-amino-2,2,4,4-tetramethylcyclobutyl]oxy}-2-methoxybenzene-1-carbonitrile hydrochloride Cl.NC1C(C(C1(C)C)OC1=CC(=C(C=C1)C#N)OC)(C)C